FC=1C=C(C=CC1F)C[C@@H](C)N1C(=NC2=C1C=CC=1CCN(CC21)C(=O)OC)N2CCC(CC2)C(=O)O 1-[3-[(2R)-1-(3,4-difluorophenyl)propan-2-yl]-8-(methoxycarbonyl)-3H,6H,7H,8H,9H-imidazo[4,5-h]isoquinolin-2-yl]piperidine-4-carboxylic acid